6-(2,6-dichloro-3,5-dimethoxyphenyl)-4,5,6,7-tetrahydro-1H-indazol ClC1=C(C(=C(C=C1OC)OC)Cl)C1CCC=2C=NNC2C1